NC1=CC(=C2N3CCC[C@H]3CCCCCC(C3=NN=C(C1=N2)O3)(O)C(F)(F)F)C=3C=NNC3 (12R)-20-Amino-18-(1H-pyrazol-4-yl)-6-(trifluoromethyl)-22-oxa-3,4,16,21-tetraazatetracyclo[15.3.1.12,5.012,16]docosa-1(21),2,4,17,19-pentaen-6-ol